C(C)(C)(C)OC(N[C@@H]1C[C@@H](CC1)OC1=C(C(=NC(=C1)C1CC1)OC)C1=CC(=NN1)N)=O ((1S,3R)-3-((3-(3-amino-1H-pyrazol-5-yl)-6-cyclopropyl-2-methoxypyridin-4-yl)oxy)cyclopentyl)carbamic acid tert-butyl ester